N-octyl-3-pyridinium C(CCCCCCC)N1C[CH2+]=CC=C1